(1R,3S,5s,7s)-2-(5-bromopyridin-2-yl)-N-(3-chloropyridin-2-yl)-2-azaadamantane-5-carboxamide BrC=1C=CC(=NC1)N1[C@@H]2CC3CC(C[C@@H]1C3)(C2)C(=O)NC2=NC=CC=C2Cl